N-(2-fluoro-5-(5-(furan-2-yl)-1,3,4-oxadiazol-2-yl)phenyl)-2-methoxy-5-propylbenzamide FC1=C(C=C(C=C1)C=1OC(=NN1)C=1OC=CC1)NC(C1=C(C=CC(=C1)CCC)OC)=O